S1C(=NC2=C1C=CC=C2)NC2=C(C=C(N=N2)N(C=2SC=C(N2)C(=O)OCC)CCCN2CCOCC2)C ethyl 2-({6-[(1,3-benzothiazol-2-yl)amino]-5-methylpyridazin-3-yl}[3-(morpholin-4-yl)propyl]amino)-1,3-thiazole-4-carboxylate